4-(2-(3-(4-formyl-3,5-dimethylphenoxy)propyl)-1,3-dioxo-2,3-dihydro-1H-xantheno[2,1,9-def]isoquinolin-9-yl)benzoic acid tert-butyl ester C(C)(C)(C)OC(C1=CC=C(C=C1)C1=CC=C2OC=3C=CC=4C(N(C(C5=CC=C(C3C45)C2=C1)=O)CCCOC1=CC(=C(C(=C1)C)C=O)C)=O)=O